(3-bromo-2-trifluoromethoxybenzyl)-[2-(9-pyridin-2-yl-6-oxa-spiro[4.5]decan-9-yl)-ethyl]-amine BrC=1C(=C(CNCCC2(CCOC3(CCCC3)C2)C2=NC=CC=C2)C=CC1)OC(F)(F)F